CC(C)C=1C=C(C=CC1)C(CC1OCC(O1)C=O)C 2-{2-[3-(propan-2-yl)phenyl]propyl}-1,3-dioxolane-4-carbaldehyde